CC1C2C(C(=O)OC2=O)C(C=C1C)C=C(C)C 3,4-dimethyl-6-(2-methyl-1-propenyl)-1,2,3,6-tetrahydrophthalic anhydride